[Br-].C(C(=C)C)(=O)OCC[N+](C)(C)C 2-methacryloxyethyltrimethylammonium bromid